C(C)(C)(C)C=1C=C(C=CC1F)C1CCN(CC1)C(=O)C1CC2(C1)NCOC2 (2s,4s)-2-(4-(3-(tert-Butyl)-4-fluorophenyl)piperidine-1-carbonyl)-7-oxa-5-azaspiro[3.4]octan